OB1OC2=C(C[C@@H]1NC([C@@H](C1=CC=C(C=C1)P(=O)(O)O)NC(=O)C1=CNC=CC1=O)=O)C=CC=C2C(=O)O (R)-2-hydroxy-3-((R)-2-(4-oxo-1,4-dihydropyridine-3-carboxamido)-2-(4-phosphonophenyl)acetamido)-3,4-dihydro-2H-benzo[e][1,2]oxaborinine-8-carboxylic acid